(S)-N-(3-(6-aminopyridazin-3-yl)prop-2-yn-1-yl)-N-(4-fluorophenyl)-3-(6-methyl-4-(trifluoromethyl)pyridin-2-yl)-2-oxoimidazolidine-4-carboxamide NC1=CC=C(N=N1)C#CCN(C(=O)[C@H]1N(C(NC1)=O)C1=NC(=CC(=C1)C(F)(F)F)C)C1=CC=C(C=C1)F